ClC1=CC=C(C=C1)C=1N=C2N(C=CN=C2)C1NC=1C=C(C=CC1)C(=O)N1CCCCC1 [3-[[2-(4-chlorophenyl)imidazo[1,2-a]pyrazin-3-yl]amino]phenyl]-piperidin-1-ylmethanone